chromium cobalt-nickel [Ni].[Co].[Cr]